C1COCCC=2N1C1=C(N2)C=CC(=C1)C(=O)O 1,2,4,5-tetrahydrobenzo[4,5]imidazo[1,2-d][1,4]oxazepin-9-carboxylic acid